Glycyl-Arginin NCC(=O)N[C@@H](CCCNC(N)=N)C(=O)O